tributyltin hydrochloride Cl.C(CCC)[Sn](CCCC)CCCC